1-(4-nitrophenyl)-5-(p-methoxyphenyl)-3-(trifluoromethyl)-1H-pyrazole-4-carbonitrile [N+](=O)([O-])C1=CC=C(C=C1)N1N=C(C(=C1C1=CC=C(C=C1)OC)C#N)C(F)(F)F